C(#C)C1=CC(=C(C=C1)C1=CC=C(N=N1)N([C@H]1[C@H]([C@@H]2CC[C@H](C1)N2C(=O)OC(C)(C)C)F)C)OCOC tert-butyl (1S,2R,3R,5R)-3-((6-(4-ethynyl-2-(methoxymethoxy)phenyl)pyridazin-3-yl)(methyl)amino)-2-fluoro-8-azabicyclo[3.2.1]octane-8-carboxylate